C(C)(C)(C)N1N=C(N=N1)C(=O)NCC1=C(C=C(C=C1)C1=NC=NC=C1N1CCN(CC1)C(=O)OC(C)(C)C)C tert-butyl 4-(4-(4-((2-(tert-butyl)-2H-tetrazole-5-carboxamido)methyl)-3-methylphenyl)pyrimidin-5-yl)piperazine-1-carboxylate